C(=S)(N1C(C=CC=C1)=O)N1C(C=CC=C1)=O 1,1'-thiocarbonylbis(pyridine-2(1H)-one)